FC1=C(C=CC(=C1)OC)C1=C2C(=C(N=N1)N[C@H]1CN(CCC1)CCF)C=NC=C2 (R)-1-(2-fluoro-4-methoxyphenyl)-N-(1-(2-fluoroethyl)piperidin-3-yl)pyrido[3,4-d]pyridazin-4-amine